N1=CC=CC=2CN(CCC12)C1=C(C=C(C=N1)C(=O)NCC1=CN=CS1)C 6-(7,8-dihydro-5H-1,6-naphthyridin-6-yl)-5-methyl-N-(thiazol-5-ylmethyl)pyridine-3-carboxamide